(5RS,7RS)-2-{[3-Fluoro-2-(trifluoromethyl)pyridin-4-yl]methyl}-3-oxo-7-(trifluoromethyl)-2,3,5,6,7,8-hexahydro[1,2,4]triazolo[4,3-a]pyridine-5-carboxylic acid FC=1C(=NC=CC1CN1N=C2N([C@H](C[C@H](C2)C(F)(F)F)C(=O)O)C1=O)C(F)(F)F |r|